N-(((1r,4r)-4-aminocyclohexyl)methyl)-4-(4-methoxy-4-(trifluoromethyl)piperidin-1-yl)aniline NC1CCC(CC1)CNC1=CC=C(C=C1)N1CCC(CC1)(C(F)(F)F)OC